(+-)-[3-(9H-carbazole-4-yloxy)-2-hydroxypropyl][2-(2-methoxyphenoxy)ethyl]amine C1=CC=C(C=2C3=CC=CC=C3NC12)OC[C@@H](CNCCOC1=C(C=CC=C1)OC)O |r|